C(C)(C)(C)OC(NC1=CC(=C(C=C1)C(NC1=NC(=NC(=C1)C)N1CCC(CC1)(F)F)=O)N1CCC2(CC2)CC1)=O (4-((2-(4,4-Difluoropiperidin-1-yl)-6-methylpyrimidin-4-yl)carbamoyl)-3-(6-azaspiro[2.5]oct-6-yl)phenyl)carbamic acid tert-butyl ester